3-isopropyl-N-(4-methyl-1,1-dioxo-thian-4-yl)-2-oxo-1-[3-(trifluoromethoxy)phenyl]benz-imidazole-5-carboxamide C(C)(C)N1C(N(C2=C1C=C(C=C2)C(=O)NC2(CCS(CC2)(=O)=O)C)C2=CC(=CC=C2)OC(F)(F)F)=O